1,3,5-Tri(4-pyridylphenylethynyl)benzene N1=CC=C(C=C1)C1=C(C=CC=C1)C#CC1=CC(=CC(=C1)C#CC1=C(C=CC=C1)C1=CC=NC=C1)C#CC1=C(C=CC=C1)C1=CC=NC=C1